ClC1=C(C(=CC=C1)Cl)NC(CSC=1NC=C(N1)C(=O)OCC)=O ETHYL 2-((2-((2,6-DICHLOROPHENYL)AMINO)-2-OXOETHYL)THIO)-1H-IMIDAZOLE-4-CARBOXYLATE